(S)-2-((2-(4-Cyanophenyl)propyl)amino)-N-(5-(2-methylpyrimidin-5-yl)pyridin-2-yl)-2-phenylacetamide C(#N)C1=CC=C(C=C1)C(CN[C@H](C(=O)NC1=NC=C(C=C1)C=1C=NC(=NC1)C)C1=CC=CC=C1)C